N-[4-(2-OXO-ETHYL)-PHENYL]-ACETAMIDE O=CCC1=CC=C(C=C1)NC(C)=O